Bis(3-methyl-3-pentenyl) maleate C(\C=C/C(=O)OCCC(=CC)C)(=O)OCCC(=CC)C